N-((3S,4R)-3-fluoro-1-methylpiperidin-4-yl)-2-(3-((2-methoxy-4-(methylsulfonyl)phenyl)amino)prop-1-yn-1-yl)-3-((E)-prop-1-en-1-yl)imidazo[1,2-a]pyridin-8-amine F[C@H]1CN(CC[C@H]1NC=1C=2N(C=CC1)C(=C(N2)C#CCNC2=C(C=C(C=C2)S(=O)(=O)C)OC)\C=C\C)C